NC1=CC(=C(C(=C1)F)NC(OC(=O)OC(C)(C)C)=O)F (tert-butoxy)carbonyl (4-amino-2,6-difluorophenyl)carbamate